(R)-8-(4-(4,4,5,5-tetramethyl-1,3,2-dioxaborolan-2-yl)phenyl)octahydropyrazino[2,1-c][1,4]oxazine CC1(OB(OC1(C)C)C1=CC=C(C=C1)N1C[C@@H]2COCCN2CC1)C